COC([C@@H](NC1=C(C=C(C=C1[N+](=O)[O-])CO)Br)C)=O (2-bromo-4-(hydroxymethyl)-6-nitrophenyl)-L-alanine methyl ester